N-(4-(4,7-dimethyl-7H-pyrrolo[2,3-d]pyrimidin-6-yl)phenyl)methacrylamide tert-butyl-N-[(3S)-2-oxooxetan-3-yl]carbamate C(C)(C)(C)OC(N[C@@H]1C(OC1)=O)=O.CC=1C2=C(N=CN1)N(C(=C2)C2=CC=C(C=C2)NC(C(=C)C)=O)C